3-(2-Arsonophenyl)azo-4,5-dihydroxy-2,7-naphthalenedisulfonic acid trisodium salt [Na+].[Na+].[Na+].[As](=O)(O)(O)C1=C(C=CC=C1)N=NC=1C(=CC2=CC(=CC(=C2C1O)O)S(=O)(=O)[O-])S(=O)(=O)[O-]